4-amino-7-fluoro-N,1-dimethyl-N-((4S)-7-(trifluoro-methoxy)-3,4-dihydro-1H-2-benzopyran-4-yl)-1H-pyrazolo[4,3-c]-quinoline-8-carboxamide NC1=NC=2C=C(C(=CC2C2=C1C=NN2C)C(=O)N([C@@H]2COCC1=C2C=CC(=C1)OC(F)(F)F)C)F